1-phenylpyrazole-3-carboxylic acid C1(=CC=CC=C1)N1N=C(C=C1)C(=O)O